5-(3-isopropyl-5-(piperidin-4-yl)-1H-indol-2-yl)-1,4-dimethyl-2-oxo-1,2-dihydropyridine-3-carbonitrile C(C)(C)C1=C(NC2=CC=C(C=C12)C1CCNCC1)C=1C(=C(C(N(C1)C)=O)C#N)C